((2-(3'-(7-cyano-5-((3-(dimethylamino)azetidin-1-yl)methyl)benzo[d]oxazol-2-yl)-2,2'-dimethyl-[1,1'-biphenyl]-3-yl)-6-(difluoromethoxy)benzo[d]oxazol-5-yl)methyl)-L-proline C(#N)C1=CC(=CC=2N=C(OC21)C=2C(=C(C=CC2)C2=C(C(=CC=C2)C=2OC1=C(N2)C=C(C(=C1)OC(F)F)CN1[C@@H](CCC1)C(=O)O)C)C)CN1CC(C1)N(C)C